ClC1=C(C=CC=C1)N1CCN(CC1)C1=CC(=NC(=C1)C1=CC=C(C=C1)[N+](=O)[O-])N 4-(4-(2-chlorophenyl)piperazin-1-yl)-6-(4-nitrophenyl)pyridin-2-amine